OC1=C(C(=CC=2OC([C@@H]3CCC(=C[C@H]3C21)C)(C)C)CCC(CC)C)C(=O)O (6aR,10aR)-1-hydroxy-6,6,9-trimethyl-3-(3-methylpentyl)-6H,6aH,7H,8H,10aH-benzo[c]isochromene-2-carboxylic acid